C(CCCC[C@@H]1SC[C@@H]2NC(=O)N[C@H]12)(=O)NCCCCCC(=O)[O-] 6-[biotinamido]hexanoate